NC1=NC(=C(C=2N1N=C(N2)NCC2=NC(=CC=C2)C)C2=C(C=NC=C2)C)C=2C=C(C#N)C=CC2 3-(5-amino-2-(((6-methylpyridin-2-yl)methyl)amino)-8-(3-methylpyridin-4-yl)-[1,2,4]triazolo[1,5-c]pyrimidin-7-yl)benzonitrile